COC(=O)C1=CN(C=2N=CN=CC21)CC=2C(=NC(=CC2)N2CC1C(C1C2)(F)F)C 7-[(6-{6,6-Difluoro-3-azabicyclo[3.1.0]hex-3-yl}-2-methylpyridin-3-yl)methyl]-7H-pyrrolo[2,3-d]pyrimidine-5-carboxylic acid methyl ester